(E)-1-methyl-N'-(4-(methylthio)benzylidene)-4-oxo-1,4-dihydroquinoline-3-carbohydrazide CN1C=C(C(C2=CC=CC=C12)=O)C(=O)N/N=C/C1=CC=C(C=C1)SC